2-(pyridin-2-yldisulfanyl)butyl 4-nitrophenyl carbonate C(OCC(CC)SSC1=NC=CC=C1)(OC1=CC=C(C=C1)[N+](=O)[O-])=O